(R)-3-fluoro-4-((1-(3-(2-methyl-1H-imidazol-1-yl)phenoxy)propan-2-yl)oxy)benzonitrile FC=1C=C(C#N)C=CC1O[C@@H](COC1=CC(=CC=C1)N1C(=NC=C1)C)C